FC=1C=C(OC2=CC(=NC(=C2)C(=O)OC)C(=O)OC)C=C(C1)F Dimethyl 4-(3,5-difluorophenoxy)pyridine-2,6-dicarboxylate